COC(=O)[C@H]1N([C@H]2C[C@]2(C1)COC)C(=O)OC(C)(C)C (1S,3S,5R)-5-(methoxymethyl)-2-azabicyclo[3.1.0]Hexane-2,3-dicarboxylic acid 2-(tert-butyl) ester 3-methyl ester